ClC=1C(=NC(=NC1)C(=O)N[C@@H]1C(N(C2=C(OC1)C=C(C=N2)Cl)C)=O)C2=C(C(=CC=C2)F)F (S)-5-chloro-N-(8-chloro-5-methyl-4-oxo-2,3,4,5-tetrahydropyrido[3,2-b]-[1,4]oxazepin-3-yl)-4-(2,3-difluorophenyl)pyrimidine-2-carboxamide